N1=C(C=CC=C1)CCCC1=NC=CC=C1 (pyridylpropanyl)pyridine